OCCOC(=O)C1(CCC2(OCCO2)CC1)NC(CC1=C(C=C(C=C1C)Cl)C)=O 2-Hydroxyethyl-8-{[(4-chloro-2,6-dimethylphenyl)acetyl]amino}-1,4-dioxaspiro[4.5]decane-8-carboxylate